NC/C=C/CNC1=C(OCC#CC2CCN(CC2)C(=O)OC(C)(C)C)C=C(C=C1[N+](=O)[O-])C(N)=O tert-butyl (E)-4-(3-(2-((4-aminobut-2-en-1-yl)amino)-5-carbamoyl-3-nitrophenoxy)prop-1-yn-1-yl)piperidine-1-carboxylate